COC1=CC=C(C=2OCOC21)OC 4,7-dimethoxy-1,3-benzodioxole